C(C(=O)[O-])(=O)[O-].[Na+].C(CN)N.[Na+] ethylenediamine sodium oxalate